ClC1=NC(=NC(=C1)C1=CC=C(C=C1)Cl)C=1C=NC=CC1 4-chloro-6-(4-chlorophenyl)-2-(pyridin-3-yl)pyrimidine